Tert-butyl (2R,6S)-4-(3-ethynylphenyl)-2,6-dimethylpiperazin-1-carboxylate C(#C)C=1C=C(C=CC1)N1C[C@H](N([C@H](C1)C)C(=O)OC(C)(C)C)C